O1C=C(C=C1)CN1C2=C(SCC1=O)C=C(C=C2)C(=O)O 4-(furan-3-ylmethyl)-3-oxo-3,4-dihydro-2H-benzo[b][1,4]thiazine-7-carboxylic acid